C(N)([S-])=S.C(CCCC)[Bi+]CCCCC dipentyl-bismuth dithiocarbamate